Nitropyridin-N-oxid [N+](=O)([O-])C1=[N+](C=CC=C1)[O-]